(6-(4-methyl-3-(trifluoromethyl)phenyl)-2-Azaspiro[3.3]Hept-2-yl)methanone CC1=C(C=C(C=C1)C1CC2(CN(C2)C=O)C1)C(F)(F)F